1-(4-bromophenyl)-3-ethoxy-1,3-dioxopropan-2-yl-(cis)-2-fluorocyclopropane-1-carboxylic acid ethyl ester C(C)OC(=O)[C@@]1([C@@H](C1)F)C(C(=O)C1=CC=C(C=C1)Br)C(=O)OCC